OC1(COC1)C1=CC=C(C=C1)C(=O)N1CC2=CC=C(C=C2CC1)OC1=CC=C(C=C1)C(F)(F)F (4-(3-hydroxyoxetan-3-yl)phenyl)(6-(4-(trifluoromethyl)phenoxy)-3,4-dihydroisoquinolin-2(1H)-yl)methanone